tert-butyl 2-(2-(2-((2S,3S)-1-methyl-5-oxo-2-(pyridin-3-yl) pyrrolidine-3-carboxamido)ethoxy)ethoxy)acetate CN1[C@@H]([C@H](CC1=O)C(=O)NCCOCCOCC(=O)OC(C)(C)C)C=1C=NC=CC1